nonylphenyl-eicosaethylene glycol C(CCCCCCCC)C(COCCOCCOCCOCCOCCOCCOCCOCCOCCOCCOCCOCCOCCOCCOCCOCCOCCOCCOCCO)(C1=CC=CC=C1)O